[Si](C)(C)(C(C)(C)C)NS(=O)(=NC(NC1=C2C(=NC3=C1CCC3)C(CC2)C)=O)C=2SC(=C(N2)C(C)(C)O)C N-(tert-butyldimethylsilyl)-4-(2-hydroxypropan-2-yl)-5-methyl-N'-((3-methyl-1,2,3,5,6,7-hexahydrodicyclopenta[b,e]pyridin-8-yl)carbamoyl)thiazole-2-sulfonimidamide